FC1=CC=C(C=C1)C=1N=C(C2=C(N1)SC(=C2)C)NCCCC2=CC=C(C=C2)OC(F)(F)F 2-(4-fluorophenyl)-6-methyl-N-(3-(4-(trifluoromethoxy)phenyl)propyl)thieno[2,3-d]pyrimidin-4-amine